C1(CC1)C(=O)N1C2CN(CC1CC2)C2=NC=NN1C2=CC(=C1)C=1C=NN(C1)C Cyclopropyl-(3-(6-(1-methyl-1H-pyrazol-4-yl)pyrrolo[2,1-f][1,2,4]triazin-4-yl)-3,8-diazabicyclo[3.2.1]oct-8-yl)methanone